ClC=1C(=C(C=C(C1)Cl)S(=O)(=O)Cl)O 3,5-dichloro-2-hydroxybenzene-1-sulfonyl chloride